4-bromo-2-methylbenzoic acid BrC1=CC(=C(C(=O)O)C=C1)C